BrC1=CC=CC=2C=3N(C(=NC12)N[C@H]1C(NCCSC1)=O)N=C(N3)C=3C=NN(C3)C (6S)-6-{[7-bromo-2-(1-methyl-1H-pyrazol-4-yl)[1,2,4]triazolo[1,5-c]quinazolin-5-yl]amino}-1,4-thiazepan-5-one